6-(1,3-dimethylpyrazol-4-yl)-2-(6-{[(1R,3s,5S)-1,5-dimethyl-8-azabicyclo[3.2.1]octan-3-yl]oxy}-1,2-diazin-3-yl)-2,3-dihydro-1H-pyrrolo[4,3-c]pyridin-1-one CN1N=C(C(=C1)C1=CC2=C(C=N1)CN(C2=O)C=2N=NC(=CC2)OC2C[C@]1(CC[C@@](C2)(N1)C)C)C